2-Bromo-3-fluoro-5-(trifluoromethyl)pyridine BrC1=NC=C(C=C1F)C(F)(F)F